CN1N=CC=C1C=1C=C(C=CC1)B(O)O (3-(1-methyl-1H-pyrazol-5-yl)phenyl)boronic acid